sulfuryl fluoride imidazolium salt N1C=[NH+]C=C1.S(=O)(=O)(F)F